(2R)-1-(benzyloxy)-3-[3-fluoro-4-(oxan-4-yl)phenyl]-1-oxopropan-2-yl (2S)-2-[[(tert-butoxy)carbonyl](methyl)amino]-4-fluoro-4-methylpentanoate C(C)(C)(C)OC(=O)N([C@H](C(=O)O[C@@H](C(=O)OCC1=CC=CC=C1)CC1=CC(=C(C=C1)C1CCOCC1)F)CC(C)(C)F)C